tert-butyl N-(3-amino-1,1-dimethyl-propyl)carbamate NCCC(C)(C)NC(OC(C)(C)C)=O